2'-(2-(4-(Piperazin-1-yl)phenyl)pyrimidin-4-yl)-5',6'-dihydrospiro[cyclopentane-1,7'-pyrrolo[3,2-c]pyridin] N1(CCNCC1)C1=CC=C(C=C1)C1=NC=CC(=N1)C1=CC2=CNCC3(C2=N1)CCCC3